tert-butyl (amino(6-hydrazineylpyridin-3-yl)(oxo)-λ6-sulfaneylidene)carbamate NS(=O)(C=1C=NC(=CC1)NN)=NC(OC(C)(C)C)=O